CN(C1=CC=C(C=CC2=NC3=CC=CC=C3C=C2)C=C1)C 2-(p-dimethylaminostyryl)quinoline